COC1=CC=C2C3=C(N(C2=C1)C(CN1CCCCC1)C)C(=NC=C3)C(F)(F)F 7-methoxy-9-(1-(piperidin-1-yl)propan-2-yl)-1-(trifluoromethyl)-9H-pyrido[3,4-b]indole